1,1-dimethylethyl 4-[5-chloro-6-oxo-4-[[(3R)-tetrahydropyran-3-yl]methylamino]pyridazin-1-yl]piperidine-1-carboxylate ClC1=C(C=NN(C1=O)C1CCN(CC1)C(=O)OC(C)(C)C)NC[C@@H]1COCCC1